ClC1=CC=C(C=C1)S(=O)(=O)C1=C(C(=O)N)C=CC=C1 [(4-chlorophenyl)sulfonyl]benzamide